(S)-N-(6-(2-chloro-5-fluorophenyl)-2-methyl-8-oxo-3-(2,2,2-trifluoroethyl)-3,6,7,8-tetrahydroimidazo[4,5-e]isoindol-5-yl)-3-fluoro-5-(trifluoromethyl)benzamide ClC1=C(C=C(C=C1)F)[C@H]1NC(C2=C3C(=CC(=C12)NC(C1=CC(=CC(=C1)C(F)(F)F)F)=O)N(C(=N3)C)CC(F)(F)F)=O